C[Si](C1=C(N(C)C)C=CC(=C1)Br)(C1=C(N(C)C)C=CC(=C1)Br)C (dimethylsilanediyl)bis(4-bromo-N,N-dimethylaniline)